C(C1=CC=CC=C1)OC1=CC=CC(=N1)N1CCN(CC1)C(=O)OC(C)(C)C tert-butyl 4-(6-(benzyloxy)pyridin-2-yl)piperazine-1-carboxylate